tert-butyl (2-(2-(2-(2-(4-(6-((6-acetyl-8-cyclopentyl-5-methyl-7-oxo-7,8-dihydropyrido[2,3-d]pyrimidin-2-yl)amino)pyridin-3-yl)piperazin-1-yl)ethoxy)ethoxy)ethoxy)ethyl)carbamate C(C)(=O)C1=C(C2=C(N=C(N=C2)NC2=CC=C(C=N2)N2CCN(CC2)CCOCCOCCOCCNC(OC(C)(C)C)=O)N(C1=O)C1CCCC1)C